FC(C1=CC=C(N1)C(=O)O)(F)F 5-(trifluoromethyl)-1H-pyrrole-2-carboxylic acid